didiisopropoxytitanium bisethyl-acetoacetate C(C)C(C(CC(=O)[O-])=O)CC.C(C)(C)O[Ti+2]OC(C)C.C(C)(C)O[Ti+2]OC(C)C.C(C)C(C(CC(=O)[O-])=O)CC.C(C)C(C(CC(=O)[O-])=O)CC.C(C)C(C(CC(=O)[O-])=O)CC